1,2-dichloro-octafluorocyclopentane ClC1(C(C(C(C1(F)F)(F)F)(F)F)(Cl)F)F